C1(CC1)S(=O)(=O)NC=1SC=C(N1)C(C)(C)NC(C1=NC=C(C=C1F)C1=NC(=CN=C1)OCC)=O N-(2-(2-(cyclopropanesulfonamido)thiazol-4-yl)propan-2-yl)-5-(6-ethoxypyrazin-2-yl)-3-fluoropicolinamide